3-((6,8,26,28-tetrathiatritriacontan-17-yl)thio)-N,N-dimethylpropan-1-amine CCCCCSCSCCCCCCCCC(CCCCCCCCSCSCCCCC)SCCCN(C)C